potassium magnesium aspartate salt N[C@@H](CC(=O)[O-])C(=O)[O-].[Mg+2].[K+]